N1=CC=C(C=C1)CCCNCC(=O)O 2-{[3-(pyridin-4-yl)propyl]amino}acetic acid